ClC=1C=CC=2N(C1)C=C(N2)CNC2=NC=NC1=C(C=C(C=C21)C2=CC=C(C=C2)F)OC N-[(6-Chloroimidazo[1,2-a]pyridin-2-yl)methyl]-6-(4-fluorophenyl)-8-methoxy-quinazolin-4-amine